N-{[2-({2-azaspiro[3.5]nonan-2-yl}methyl)-1H-indol-6-yl]methyl}-4-oxo-4H-pyrido[1,2-a]pyrimidine-2-carboxamide C1N(CC12CCCCC2)CC=2NC1=CC(=CC=C1C2)CNC(=O)C=2N=C1N(C(C2)=O)C=CC=C1